4-(6-cyclopropyl-7-methoxyimidazo[1,2-b]pyridazin-3-yl)-N-((3S,4S)-4-fluoropyrrolidin-3-yl)pyrimidin-2-amine C1(CC1)C=1C(=CC=2N(N1)C(=CN2)C2=NC(=NC=C2)N[C@H]2CNC[C@@H]2F)OC